C(C1=CC=CC=C1)NC1=C2N=CN(C2=NC(=N1)C=1C=NC=C(C1)COC)[C@H]1[C@@H]([C@@H]([C@H](O1)C(=O)NC([2H])([2H])[2H])O)O (2s,3s,4r,5r)-5-(6-(benzylamino)-2-(5-(methoxymethyl)pyridin-3-yl)-9H-purin-9-yl)-3,4-dihydroxy-N-(methyl-d3)-tetrahydrofuran-2-carboxamide